3-[(3-fluoro-2-methoxyphenyl)amino]-2-{[1,2]thiazolo[4,5-b]pyridin-7-yl}-5H,6H,7H-pyrazolo[1,5-a]pyrazin-4-one FC=1C(=C(C=CC1)NC=1C(=NN2C1C(NCC2)=O)C2=C1C(=NC=C2)C=NS1)OC